ClC1=C(C(=O)N(CC)C2CC2)C=C(C=C1)C=1C=NN(C1)C=1N(N=C(C1OC(F)F)C(C(F)(F)F)(C(F)(F)F)F)C 2-chloro-N-cyclopropyl-5-[1-[4-(difluoromethoxy)-2-methyl-5-[1,2,2,2-tetrafluoro-1-(trifluoromethyl)ethyl]pyrazol-3-yl]pyrazol-4-yl]-N-ethyl-benzamide